[4,4-dimethyl-1-(2H-tetraazol-5-yl)pentyl]-4-isoquinolylamine CC(CCC(C=1N=NNN1)NC1=CN=CC2=CC=CC=C12)(C)C